NCC(CN(C(OC(C)(C)C)=O)C(C)C)[C@@H](C)NC(=O)OC(C)(C)C tert-butyl ((3R)-2-(aminomethyl)-3-((tert-butoxycarbonyl)amino)butyl)(isopropyl)carbamate